4-methyl-2-(5-(8-methyl-[1,2,4]triazolo[1,5-a]pyridin-6-yl)-4-(2,2,2-trifluoroethyl)-1H-pyrazol-3-yl)-5-(4-(oxetan-3-yl)piperazin-1-yl)thiazole CC=1N=C(SC1N1CCN(CC1)C1COC1)C1=NNC(=C1CC(F)(F)F)C=1C=C(C=2N(C1)N=CN2)C